6-chloro-2-(3,4-dimethoxyphenyl)-1,4-dimethyl-1H-imidazo[4,5-c]pyridine ClC1=CC2=C(C(=N1)C)N=C(N2C)C2=CC(=C(C=C2)OC)OC